C(C)(C)(C)C1=CC=C(C=C1)N1C(C=C(C=C1)C(=O)O)=O 1-(4-(tert-butyl)phenyl)-2-oxo-1,2-dihydropyridine-4-carboxylic acid